1-BOC-4-(5-nitroquinolin-8-yl)piperazine C(=O)(OC(C)(C)C)N1CCN(CC1)C=1C=CC(=C2C=CC=NC12)[N+](=O)[O-]